Copper (ii) nitrate [N+](=O)([O-])[O-].[Cu+2].[N+](=O)([O-])[O-]